C12=CC=C(N1)C=C1C=CC(=N1)C=C1C=CC(N1)=CC=1C=CC(N1)=C2 21H,23H-Porphin